FC1=CC=C(C=C1)C1=NC(=C2N1C=CC=C2)C#N 3-(4-fluorophenyl)imidazo[1,5-a]pyridine-1-carbonitrile